BrC1=C(C=C(C=C1)Cl)OC1=C(C=CC=C1)Br (2-bromophenyl) (2-bromo-5-chlorophenyl) ether